C1C[NH+]([C@@H]1C(=O)[O-])C[C@@H]([C@@H](C(=O)[O-])[NH2+]CC[C@@H](C(=O)[O-])O)O The molecule is a tricarboxylic acid anion that is the conjugate base of mugineic acid. Major microspecies at pH 7.3 (according to Marvin v 6.2.0.). It is a conjugate base of a mugineic acid. It is a conjugate acid of a mugineate(2-).